CC1=C(C=CC=C1C=1SC(=CN1)CNCC(=O)O)C1=CC=CC=C1 ((2-(2-methyl-[1,1'-biphenyl]-3-yl)thiazol-5-yl)methyl)glycine